BrC1=C(NC2=CC(=C(C=C2)F)C)C=C(C=C1[N+](=O)[O-])F 2-bromo-5-fluoro-N-(4-fluoro-3-methylphenyl)-3-nitroaniline